2-[[4-(3-ethynyl-1-tetrahydropyran-2-yl-indazol-5-yl)-2-methyl-pyrazol-3-yl]methoxy]ethyl methanesulfonate CS(=O)(=O)OCCOCC=1N(N=CC1C=1C=C2C(=NN(C2=CC1)C1OCCCC1)C#C)C